2-(2-fluoro-6-methyl-phenyl)acetonitrile FC1=C(C(=CC=C1)C)CC#N